ClC(=C(Cl)F)F 1,2-dichlorodifluoroethylene